CN(C(C1=CC(=C(C=C1)[S@@](=O)C1=[N+](C=CC=C1)[O-])[N+](=O)[O-])=O)C1=C(C=CC=C1)C |r| (±)-N-methyl-N-(2-methylphenyl)-4-((1-oxido-2-pyridinyl)sulfinyl)-3-nitrobenzamide